tert-butyl N-[2,4-difluoro-3-(1-hydroxyethyl)phenyl]carbamate FC1=C(C=CC(=C1C(C)O)F)NC(OC(C)(C)C)=O